3,4-dihydroxy-3-hepten-5-olide OC=1CC(=O)OC(C1O)CC